N-(3-fluoro-4-morpholinophenyl)-6-(1H-indazol-6-yl)-[1,2,4]triazolo[4,3-a]pyrazin-8-amine FC=1C=C(C=CC1N1CCOCC1)NC=1C=2N(C=C(N1)C1=CC=C3C=NNC3=C1)C=NN2